(2R,5S)-1-benzyl-5-(4-fluorophenyl)-2-methylpiperazine tert-Butyl-(2S,5R)-4-benzyl-2-(4-fluorophenyl)-5-methyl-piperazine-1-carboxylate C(C)(C)(C)OC(=O)N1[C@H](CN([C@@H](C1)C)CC1=CC=CC=C1)C1=CC=C(C=C1)F.C(C1=CC=CC=C1)N1[C@@H](CN[C@H](C1)C1=CC=C(C=C1)F)C